CN1C=[NH+]C=C1 1-methylimidazolium